(S)-tert-butyl-3-methyl-1,4-diazacycloheptane-1-carboxylate C(C)(C)(C)OC(=O)N1C[C@@H](NCCC1)C